3-[(3S)-2-oxopyrrolidin-3-yl]-L-alaninamide, hydrochloride Cl.O=C1NCC[C@H]1C[C@H](N)C(=O)N